bis(4-octyloxyphenyl)phenyl-sulfonium methanedisulfonate C(S(=O)(=O)[O-])S(=O)(=O)[O-].C(CCCCCCC)OC1=CC=C(C=C1)[S+](C1=CC=CC=C1)C1=CC=C(C=C1)OCCCCCCCC.C(CCCCCCC)OC1=CC=C(C=C1)[S+](C1=CC=C(C=C1)OCCCCCCCC)C1=CC=CC=C1